sodium 4,4'-dibromobenzophenone BrC1=CC=C(C(=O)C2=CC=C(C=C2)Br)C=C1.[Na]